CC(COCCC(CC(C)(C)C)C)(C)C 3,5,5-trimethyl-hexyl 2,2-dimethyl-propyl ether